ClC1=NC(=CC2=C1C(N(C2=O)CC2=CC=C(C=C2)OC)(C2=C(C=CC=C2)C)O)Cl 4,6-dichloro-3-hydroxy-2-[(4-methoxyphenyl)methyl]-3-(2-methylphenyl)-1H,2H,3H-pyrrolo[3,4-c]Pyridin-1-one